2-((4-((2-(dimethylamino)ethyl)(methyl)amino)-2-methoxy-5-nitrophenyl)amino)-6-(2-methoxyphenyl)-8-methylpyrido[2,3-d]pyrimidin-7(8H)-one CN(CCN(C1=CC(=C(C=C1[N+](=O)[O-])NC=1N=CC2=C(N1)N(C(C(=C2)C2=C(C=CC=C2)OC)=O)C)OC)C)C